C(C(=C)C)(=O)O.C(C)(C)(C1=CC=CC=C1)C1=CC=C(OC(CO)O)C=C1 p-cumyl-phenoxyethylene glycol methacrylate